ClC=1C=C(C=CC1)C1=CN=C(O1)CSC1=NC(=NC(=N1)C(F)(F)F)N 4-([5-(3-Chlorophenyl)-1,3-oxazol-2-yl]methylsulfanyl)-6-(trifluoromethyl)-1,3,5-triazin-2-amin